3-(4-(((5,6-difluorobenzo[d]thiazol-2-yl)(4-methoxyphenethyl)amino)-methyl)phenyl)propiolic acid FC=1C(=CC2=C(N=C(S2)N(CCC2=CC=C(C=C2)OC)CC2=CC=C(C=C2)C#CC(=O)O)C1)F